OC(C(CC(CCO)C)C)(C)C 6-hydroxy-3,5,6-trimethylheptanol